C(C)OC(=O)C1(CNC1)C1=CC(=CC=C1)C 3-(3-methylphenyl)azetidine-3-carboxylic acid ethyl ester